11,12-didehydro-5,6-dihydrodibenz[b,f]azocine C1=CC=CC=2NCC3=C(C#CC21)C=CC=C3